NC1=CC(=NC=C1)N(C(C)=O)C1=CC(=CC(=C1)C)C#N N-(4-Aminopyridin-2-yl)-N-(3-cyano-5-methylphenyl)acetamide